COC(=O)C1(COC2(OC1)CCOCC2)NC(=O)OC(C)(C)C Methyl-3-[(tert-butoxycarbonyl)amino]-1,5,9-trioxaspiro[5.5]undecan-3-carboxylat